CC(C)C(C(C)C)(O)CC1=NC=CC=C1 2,4-dimethyl-3-(2-picolyl)-3-pentanol